[O]C(=O)C1=C(C=CC=C1)C=1C2=CC=C(C=C2[O+]=C2C=C(C=CC12)N(CC(F)(F)F)CC)N(CC(F)(F)F)CC 9-(2-((λ1-oxidaneyl)carbonyl)phenyl)-3,6-bis(ethyl(2,2,2-trifluoroethyl)amino)xanthylium